N-(5-((4-chlorobenzyl)oxy)-1,3,4-thiadiazol-2-yl)-4-(2-fluoro-6-methoxyphenyl)-6-methylnicotinamide ClC1=CC=C(COC2=NN=C(S2)NC(C2=CN=C(C=C2C2=C(C=CC=C2OC)F)C)=O)C=C1